1,2,3-triiodoaniline IC1(N)C(C(=CC=C1)I)I